ClC=1C=C(CNC2=NC(=NC3=CC=C(C=C23)C=2C(=NOC2C)C)NC2CCN(CC2)C)C=CC1 N4-(3-chlorobenzyl)-6-(3,5-dimethylisoxazol-4-yl)-N2-(1-methylpiperidin-4-yl)quinazoline-2,4-diamine